C1(CC1)C1=NN(C(=C1C(F)(F)F)C(=O)N)CC1CC(C1)(F)F 3-cyclopropyl-1-((3,3-difluorocyclobutyl)methyl)-4-(trifluoromethyl)-1H-pyrazole-5-carboxamide